O[C@H]1[C@H](N(CC1)C(=O)OC(C)(C)C)C tert-butyl (2R,3R)-3-hydroxy-2-methyl-pyrrolidine-1-carboxylate